2-(2-(2-(2-(3-(N,N-bis(4-methoxybenzyl)sulfamoyl)-5-(dimethyl-carbamoyl)-1H-pyrazol-1-yl)-2-methylpropoxy)pyridin-4-yl)-4-fluoro-6-isopropyl-phenyl)acetic acid tert-butyl ester C(C)(C)(C)OC(CC1=C(C=C(C=C1C(C)C)F)C1=CC(=NC=C1)OCC(C)(C)N1N=C(C=C1C(N(C)C)=O)S(N(CC1=CC=C(C=C1)OC)CC1=CC=C(C=C1)OC)(=O)=O)=O